tert-Butyl 3-(6-(6-(difluoromethyl)imidazo[1,2-b]pyridazin-3-yl)pyrimidin-4-yl)-2,5-dihydro-1H-pyrrole-1-carboxylate FC(C=1C=CC=2N(N1)C(=CN2)C2=CC(=NC=N2)C=2CN(CC2)C(=O)OC(C)(C)C)F